BrC=1C(=CC(=C(NC2=C(C=CC=C2C)C(C)C)C1)[N+](=O)[O-])Cl 5-bromo-4-chloro-N-(2-isopropyl-6-methylphenyl)-2-nitroaniline